C(C)(C)(C)OC(=O)C1=CC=C(C=C1)[C@@H]1CN(CC[C@H]1CC1=C2C=CN(C2=C(C=C1Cl)C)C(=O)OC(C)(C)C)C tert-butyl 4-(((3R,4R)-3-(4-(tert-butoxycarbonyl) phenyl)-1-methylpiperidin-4-yl)methyl)-5-chloro-7-methyl-1H-indole-1-carboxylate